bismuth oxide bismuth hydroxide [Bi](O)(O)O.[Bi]=O